ClC1=C(C(=CC=C1)Cl)C=1C(C2=C(N3CCCC13)N=C(N=C2)NC2=CC=C(C=C2)N2CCN(CC2)C)=O 6-(2,6-dichlorophenyl)-2-{[4-(4-methylpiperazin-1-yl)phenyl]amino}-8,9-dihydropyrimido[4,5-e]indolizin-5(7H)-one